C[N+]1=CC(=CC=C1)C(=O)[O-] 1-methylpyridin-1-ium-3-carboxylate